5-Amino-3-[6-[2-[[5-(2,2-dimethylpropyl)isoxazol-3-yl]amino]-2-oxo-ethyl]-3-pyridyl]-1-isopropyl-pyrazole-4-carboxamide NC1=C(C(=NN1C(C)C)C=1C=NC(=CC1)CC(=O)NC1=NOC(=C1)CC(C)(C)C)C(=O)N